S(=O)(O)O.C(CC(CC)O)O 1,3-Pentanediol sulfite